N1=CC(=NC2=CC=CC=C12)N Quinoxaline-3-amine